(S)- or (R)-2-(2,2-Difluoro-propyl)-5-[1-(2-fluoro-6-methyl-phenyl)-piperidin-4-yl]-4-methyl-7-(2-trifluoromethyl-benzyl)-2,4,5,7-tetrahydro-pyrazolo[3,4-d]pyrimidin-6-one FC(CN1N=C2N(C(N([C@H](C2=C1)C)C1CCN(CC1)C1=C(C=CC=C1C)F)=O)CC1=C(C=CC=C1)C(F)(F)F)(C)F |o1:9|